COC(=O)C=1C(=NC(=CC1)C1=C(C(=CC=C1)CNC(C1=C(C=C(C=C1Cl)Br)Cl)=O)O)N1CCCCC1 6-[3-[[(4-Bromo-2,6-dichlorobenzoyl)amino]methyl]-2-hydroxyphenyl]-2-piperidin-1-ylpyridine-3-carboxylic acid methyl ester